NC(C(=O)N1CCCC1)C1CCCCC1 1-[2-AMINO-2-CYCLOHEXYL-ACETYL]-PYRROLIDINE